2-(Pyrimidin-5-yl)-2-oxo-3,3,5,5-tetramethyl-[1,4,2]-oxazaphosphinane N1=CN=CC(=C1)P1(OCC(NC1(C)C)(C)C)=O